C[C@H]1N(CCOC1)C(=O)O[C@H]1C[C@H](CC1)C1=CC(=NN1)NC(CC1=CC(=CC(=C1)F)F)=O (1R,3S)-3-(3-{[(3,5-difluorophenyl)acetyl]-amino}-1H-pyrazol-5-yl)-cyclopentyl (3R)-3-meth-ylmorpholine-4-carboxylate